C(C)(C)(C)OC(=O)N1CCC2(CN(C2)C(NC)=O)CC1 2-(methylcarbamoyl)-2,7-diazaspiro[3.5]nonane-7-carboxylic acid tert-butyl ester